Br.OC1=NC=C(C(=O)N)C=C1 6-hydroxynicotinamide hydrobromide